(S)-3-amino-3-(3-(2,6-dimethylphenoxy)phenyl)propanoic acid ethyl ester hydrochloride Cl.C(C)OC(C[C@@H](C1=CC(=CC=C1)OC1=C(C=CC=C1C)C)N)=O